C(CCCCCCCCCCCCCCC)N1C(=C(C(C2=C(C=C(C=C12)OC)OC1OCCCC1)=O)OC1OCCCC1)C1=CC(=C(C=C1)OC1OCCCC1)OC N-hexadecyl-2-(3-methoxy-4-tetrahydropyranyloxyphenyl)-7-methoxy-3,5-ditetrahydropyranyloxyquinolin-4-one